ethyl (2-cyano-2-(2-(3,5-dichloro-4-((1-isopropyl-5-methyl-6-oxo-1,6-dihydropyridin-3-yl)oxy)phenyl)hydrazineylidene)acetyl)carbamate C(#N)C(C(=O)NC(OCC)=O)=NNC1=CC(=C(C(=C1)Cl)OC1=CN(C(C(=C1)C)=O)C(C)C)Cl